N[C@H]1CN(C[C@@H](C1)F)C(=O)C1=CC2=C(N(C(=N2)C2=CC=3C(=NC(=CC3)C=3C=C(C#N)C=C(C3)CO)N2CC2CC2)C)C(=C1)OC 3-(2-{5-[(3R,5R)-3-amino-5-fluoropiperidine-1-carbonyl]-7-methoxy-1-methyl-1H-1,3-benzodiazol-2-yl}-1-(cyclopropylmethyl)-1H-pyrrolo[2,3-b]pyridin-6-yl)-5-(hydroxymethyl)benzonitrile